(E)-4-bromo-N-(3-chloro-4-(trifluoromethyl)phenyl)but-2-enamide BrC/C=C/C(=O)NC1=CC(=C(C=C1)C(F)(F)F)Cl